2-[4-(2-trifluoromethylpyrrolidin-1-ylmethyl)phenyl]-1H-benzimidazole-4-carboxamide FC(C1N(CCC1)CC1=CC=C(C=C1)C1=NC2=C(N1)C=CC=C2C(=O)N)(F)F